ethyl 2-(1-(6-(3-nitrophenyl)pyridin-2-yl)piperidin-4-yl)acetate [N+](=O)([O-])C=1C=C(C=CC1)C1=CC=CC(=N1)N1CCC(CC1)CC(=O)OCC